7-bromo-3-chlorobenzo[e][1,2,4]Triazine-1-oxide BrC1=CC2=C(N=C(N=[N+]2[O-])Cl)C=C1